N-(3-isopropyl-1H-pyrazolo[4,3-c]pyridin-6-yl)acetamide C(C)(C)C1=NNC2=C1C=NC(=C2)NC(C)=O